PHENYL VINYL SULFOXIDE C(=C)S(=O)C1=CC=CC=C1